6-amino-1,4-bis(pyridin-2-ylmethyl)-6-methyl-1,4-diazacycloheptane NC1(CN(CCN(C1)CC1=NC=CC=C1)CC1=NC=CC=C1)C